acrylic succinimidyl ester C1(CCC(N1OC(C=C)=O)=O)=O